L-alanyl-L-arginine amide N[C@@H](C)C(=O)N[C@@H](CCCNC(N)=N)C(=O)N